3-(3-((Dimethylamino)methyl)-4-(4-methylpiperazin-1-yl)phenyl)-5-(2-fluoro-6-methylphenyl)-1H-pyrazolo[4,3-c]pyridazin-6(5H)-on CN(C)CC=1C=C(C=CC1N1CCN(CC1)C)C1=NNC=2C1=NN(C(C2)=O)C2=C(C=CC=C2C)F